Br[C@H](CO)CCO (S)-2-bromobutane-1,4-diol